BrC1=C2N=CC(=NC2=CC(=C1)C)C 5-bromo-2,7-dimethylquinoxaline